OC1C2(C[C@H]1[C@H]1N3C(C4=CC=CC=C14)=CN=C3)C3CN(CC2CC3)C(=O)OC(C)(C)C tert-butyl (2R,3'S)-2'-hydroxy-3'-((R)-5H-imidazo[5,1-a]isoindol-5-yl)-3-azaspiro[bicyclo[3.2.1]octane-8,1'-cyclobutane]-3-carboxylate